(S)-4-(1-fluoro-4-methoxy-2-methylthieno[3,2-e]benzofuran-7-yl)-2-methyl-4-oxobutanoic acid FC1=C(OC2=C1C1=C(C=C2OC)SC(=C1)C(C[C@@H](C(=O)O)C)=O)C